OC(C(C)C)CC[C@@H](C)[C@H]1CC[C@H]2[C@@H]3CC=C4C[C@@H](O)CC[C@]4(C)[C@H]3CC[C@]12C 24-hydroxycholesterol